FC1=C(C(C#N)=C(C=C1)F)C#N 3,6-difluorophthalonitrile